(1H-pyrazol-3-yl)-2-(2-(pyridin-2-ylamino)ethyl)-2H-pyrazolo[3,4-c]quinolin-4-amine N1N=C(C=C1)C=1N(N=C2C(=NC=3C=CC=CC3C21)N)CCNC2=NC=CC=C2